C(C)(C)(C)[Si](C)(C)OC(=C(C)C)OCC tert-butyl-((1-ethoxy-2-methylprop-1-en-1-yl)oxy)dimethylsilane